tert-butyl ((1r,4r)-4-(3-((6-(2,6-dimethylmorpholino)-2-methylpyridin-3-yl)amino)-3-oxopropyl)cyclohexyl)carbamate CC1OC(CN(C1)C1=CC=C(C(=N1)C)NC(CCC1CCC(CC1)NC(OC(C)(C)C)=O)=O)C